N1-(4-(dimethylamino)benzyl)-1,2-propanediamine CN(C1=CC=C(CNCC(C)N)C=C1)C